tert-butyl (2-(2-(2-((3',6'-bis((4-methoxybenzyl)oxy)-3-oxo-3H-spiro[isobenzofuran-1,9'-xanthen]-6-yl)oxy)ethoxy)ethoxy)ethyl)carbamate COC1=CC=C(COC=2C=CC=3C4(C5=CC=C(C=C5OC3C2)OCC2=CC=C(C=C2)OC)OC(C2=CC=C(C=C24)OCCOCCOCCNC(OC(C)(C)C)=O)=O)C=C1